COC1=C(C=CC=C1)C1(CCNCC1)O 4-(2-methoxyphenyl)piperidin-4-ol